bromo-uridine-5'-triphosphate P(O)(=O)(OP(=O)(O)OP(=O)(O)O)OC[C@@H]1[C@H]([C@H]([C@@](O1)(N1C(=O)NC(=O)C=C1)Br)O)O